5-nitro-2-((tetrahydrofuran-3-yl)oxy)isonicotinamide-3-d [N+](=O)([O-])C=1C=NC(=C(C1C(=O)N)[2H])OC1COCC1